α-cyanocinnamate C(#N)C(C(=O)[O-])=CC1=CC=CC=C1